1,2-diisopropyl-3-[bis(dimethyl-amino)methylene]guanidine C(C)(C)NC(=NC(C)C)N=C(N(C)C)N(C)C